C[Si](N[Si](C)(C)C)(C)C 1,1,1-trimethyl-N-(trimethylsilyl)silanamine